CC=1OC(=CC1C(=O)NC1=NC(=NS1)CC(C)=O)C1=NC=CC=C1 2-Methyl-N-(3-(2-oxopropyl)-1,2,4-thiadiazol-5-yl)-5-(pyridin-2-yl)furan-3-carboxamide